Tert-Butyl 7-{2-[(4-Bromopyridin-2-Yl)Carbamoyl]Ethyl}-4,7-Diazaspiro[2.5]Octane-4-Carboxylate BrC1=CC(=NC=C1)NC(=O)CCN1CCN(C2(CC2)C1)C(=O)OC(C)(C)C